C1[C@H]([C@@H]([C@H]([C@@H](O1)OC2=CC=C(C=C2)[N+](=O)[O-])O)O)O p-Nitrophenyl β-D-xylopyranoside